N1=CN=C(C=C1)C(C)=O pyrimidin-4-yl-ethan-1-one